BrC1=CC=C2C3(CC=4C(=NOC4C2=C1)NS(=O)(=O)C1=C(C=C(C=C1OC)CC(=O)O)OC)CC3 2-(4-(N-(8'-bromo-4'H-spiro[cyclopropane-1,5'-naphtho[2,1-d]isoxazol]-3'-yl)sulfamoyl)-3,5-dimethoxyphenyl)acetic acid